1-(benzenesulfonyl)-N-(4,6-dimethoxy-5-methyl-pyrimidin-2-yl)-6-methoxy-indol-3-Sulfonamide C1(=CC=CC=C1)S(=O)(=O)N1C=C(C2=CC=C(C=C12)OC)S(=O)(=O)NC1=NC(=C(C(=N1)OC)C)OC